trans-N1-(5-(3-(2-fluoroethyl)-2-methyl-3H-imidazo[4,5-b]pyridin-5-yl)pyrrolo[2,1-f][1,2,4]triazin-2-yl)-N4,N4-dimethylcyclohexane-1,4-diamine FCCN1C(=NC=2C1=NC(=CC2)C=2C=CN1N=C(N=CC12)N[C@@H]1CC[C@H](CC1)N(C)C)C